4-oxo-4H-Pyran-2,6-dicarboxylic acid, dipotassium salt [K+].[K+].O=C1C=C(OC(=C1)C(=O)[O-])C(=O)[O-]